3-((5-hydroxy-6-oxo-1,6-dihydropyrimidin-4-yl)methyl)-5-(4-((4-(morpholine-4-Carbonyl)phenyl)ethynyl)phenyl)oxazolin-2-one OC1=C(N=CNC1=O)CN1C(OC(=C1)C1=CC=C(C=C1)C#CC1=CC=C(C=C1)C(=O)N1CCOCC1)=O